3-(6-Chloro-1-((2-(trimethylsilyl)ethoxy)methyl)-1H-pyrazolo[3,4-b]pyridin-4-yl)-2-(5-fluoropyridin-2-yl)-6,6-dimethyl-6,7-dihydro-4H-pyrazolo[5,1-c][1,4]oxazine ClC1=CC(=C2C(=N1)N(N=C2)COCC[Si](C)(C)C)C=2C(=NN1C2COC(C1)(C)C)C1=NC=C(C=C1)F